bromotri(pyrrolidino)phosphonium hexafluoro-phosphate F[P-](F)(F)(F)(F)F.Br[P+](N1CCCC1)(N1CCCC1)N1CCCC1